ClC=1C=NN(C1C[C@@H]1N(C(C2=CC=CC=C12)=O)C[C@H]1CC2=C(NN=N2)CC1)C (S)-3-((4-chloro-1-methyl-1H-pyrazol-5-yl)methyl)-2-(((R)-4,5,6,7-tetrahydro-1H-benzo[d][1,2,3]triazol-5-yl)methyl)isoindolin-1-one